(R,S)-4-(1-((2-(1H-indol-3-yl)-2-oxo-1-phenyl-ethyl)amino)propan-2-yl)benzamide N1C=C(C2=CC=CC=C12)C([C@H](C1=CC=CC=C1)NC[C@H](C)C1=CC=C(C(=O)N)C=C1)=O